bis-tert-butylphenyliodide C(C)(C)(C)C=1C(=C(C=CC1)I)C(C)(C)C